CC=1NC2=CC=CC=C2C1C1OC(=O)C2=CC=CC=C12 3-(2-methyl-indol-3-yl)phthalide